3-(4-hydroxy-3,5-Dimethoxyphenyl)prop-2-enoic acid OC1=C(C=C(C=C1OC)C=CC(=O)O)OC